(11E)-14-hydroxy-11-tetradecenyl acetate C(C)(=O)OCCCCCCCCCC\C=C\CCO